S1C(=CC2=C1C=CC=C2)C(=O)N benzothiophene-2-carboxamide